tert-butyl 3-(2-chloro-4-(1-methyl-1H-pyrazol-3-yl)pyrimidin-5-yl)-2,5-dihydro-1H-pyrrole-1-carboxylate ClC1=NC=C(C(=N1)C1=NN(C=C1)C)C=1CN(CC1)C(=O)OC(C)(C)C